5-(3-(1-(3,3-difluoropropyl)-3-fluoro-1H-pyrazol-4-yl)-2-fluoro-6-hydroxyphenyl)-1,2,5-thiadiazolidin-3-one 1,1-dioxide FC(CCN1N=C(C(=C1)C=1C(=C(C(=CC1)O)N1CC(NS1(=O)=O)=O)F)F)F